OCCN1CC=2C=C(C(N(C2CC1)C)=O)NC=1N=CC2=C(N1)C(=NC=C2)N2CCSCC2 6-(2-hydroxyethyl)-1-methyl-3-((8-thiomorpholinopyrido[3,4-d]pyrimidin-2-yl)amino)-5,6,7,8-tetrahydro-1,6-naphthyridin-2(1H)-one